methyl 3-(9-((4-(((tert-butoxycarbonyl)amino)methyl)-2,6-dimethylphenyl)carbamoyl)-4,5-dihydrobenzo[b]thieno[2,3-d]oxepin-8-yl)-6-((3-chloro-2-fluorobenzyl)carbamoyl)picolinate C(C)(C)(C)OC(=O)NCC1=CC(=C(C(=C1)C)NC(=O)C1=CC2=C(OCCC3=C2SC=C3)C=C1C=1C(=NC(=CC1)C(NCC1=C(C(=CC=C1)Cl)F)=O)C(=O)OC)C